Cl.C(C)(C)(C)OC(=O)N[C@@H](CCCCNC(=O)OC(C)(C)C)C(=O)OC1=C2C(=CNC2=CC=C1)CCN(C)C 3-(2-(Dimethylamino)ethyl)-1H-indol-4-yl N2,N6-bis(tert-butoxycarbonyl)-L-lysinate hydrochloride